N-[4-(5-bromopyrimidin-2-yl)-2-methyl-pyrazol-3-yl]-6-isopropyl-pyrazin-2-amine BrC=1C=NC(=NC1)C1=C(N(N=C1)C)NC1=NC(=CN=C1)C(C)C